ClC1=CC=C2C(=CNC2=C1Cl)S(=O)(=O)NC=1C(=NSC1)OC 6,7-dichloro-N-(3-methoxyisothiazol-4-yl)-1H-indole-3-sulfonamide